O1CCN(CC1)CC1=NC=CC=N1 2-(morpholinomethyl)pyrimidin